COC=1C=C(C=C(C1OC)OC)\C=C/C1=CC=C(C=C1)OCC (Z)-3,4,5-Trimethoxy-4'-ethoxystilbene